BrCCCN(C)C 3-bromo-N,N-dimethylpropan-1-amine